tert-butyl 6-(3-methoxybenzyl)-5-oxo-1,4,5,6-tetrahydropyrido[3,4-c][1,8]naphthyridine-3(2H)-carboxylate COC=1C=C(CN2C(C3=C(C=4C=CC=NC24)CCN(C3)C(=O)OC(C)(C)C)=O)C=CC1